2-((3aR,5r,6aS)-5-(2,3-difluorophenoxy)hexahydrocyclopenta[c]pyrrol-2(1H)-yl)-1-(5-hydroxypyridin-2-yl)ethanone FC1=C(OC2C[C@@H]3[C@@H](CN(C3)CC(=O)C3=NC=C(C=C3)O)C2)C=CC=C1F